sodium 2-sulfo-1,2-ethylene glycol S(=O)(=O)(O)C(CO)O.[Na]